C(=O)O.C(=O)O.O1C=CC=C1 furan diformate